(2E)-3-[4-[2-(5,5,8,8-tetramethyl-5,6,7,8-tetrahydronaphthalen-2-yl)-1,3-dithiolan-2-yl]phenyl]prop-2-enoic acid CC1(C=2C=CC(=CC2C(CC1)(C)C)C1(SCCS1)C1=CC=C(C=C1)/C=C/C(=O)O)C